(S)-1-chloro-2-methylpropyl pivalate C(C(C)(C)C)(=O)O[C@H](C(C)C)Cl